C(CCCCCCCCCCCCCCCCCCC(C)C)O isodocosanyl alcohol